trans-4-(3,4-Dihydroisoquinolin-2(1H)-yl)-1-(6-((2-(methylsulfonyl)phenyl)amino)pyrimidin-4-yl)piperidine C1N(CCC2=CC=CC=C12)C1CCN(CC1)C1=NC=NC(=C1)NC1=C(C=CC=C1)S(=O)(=O)C